C(C)N(C(C=C)=O)CCOC=1C=NC=CC1C1=C(C2=NC=CC=C2N1)C1=CC=CC=C1 N-ethyl-N-(2-{[4-(3-phenyl-1H-pyrrolo[3,2-b]pyridin-2-yl)pyridin-3-yl]oxy}ethyl)prop-2-enamide